C1N(CCC2=CC=CC=C12)C[C@H](CN1CCOC2=C(C1=O)C=CC(=C2)OC2CN(C2)C(=O)OC)O methyl 3-[[4-[(2R)-3-(3,4-dihydro-1H-isoquinolin-2-yl)-2-hydroxy-propyl]-5-oxo-2,3-dihydro-1,4-benzoxazepin-8-yl]oxy]azetidin-1-carboxylate